C(CCCC)S(=O)(=O)[O-].[Na+] sodium pentanesulphonate